2-methylphenylhydrazine CC1=C(C=CC=C1)NN